2-[(4-{3-[(4-chloro-2-fluorophenyl)methoxy]-1H-1,2,4-triazol-1-yl}piperidin-1-yl)methyl]-1-[(1-ethyl-1H-imidazol-5-yl)methyl]-1H-benzimidazole-6-carboxylic acid ClC1=CC(=C(C=C1)COC1=NN(C=N1)C1CCN(CC1)CC1=NC2=C(N1CC1=CN=CN1CC)C=C(C=C2)C(=O)O)F